C(#C)C1=CC=C(C=C1)CC[Si](OC)(OC)OC 2-(4-ethynylphenyl)ethyltrimethoxysilane